rac-tert-butyl (2-(4-((2S,3R,4R)-1-acetyl-4-amino-2-cyclopropyl-3-methyl-1,2,3,4-tetrahydroquinolin-6-yl)-1H-pyrazol-1-yl)ethyl)(methyl)carbamate C(C)(=O)N1[C@H]([C@@H]([C@H](C2=CC(=CC=C12)C=1C=NN(C1)CCN(C(OC(C)(C)C)=O)C)N)C)C1CC1 |r|